4-((2,5-dichloropyrimidin-4-yl)amino)-3-(dimethyl-phosphoryl)-N-(2-fluoroethyl)-N-methylbenzamide ClC1=NC=C(C(=N1)NC1=C(C=C(C(=O)N(C)CCF)C=C1)P(=O)(C)C)Cl